N-(2-cyanoallyl)-2-(cyclopropyldifluoromethyl)-4-phenoxypyrimidine-5-carboxamide C(#N)C(CNC(=O)C=1C(=NC(=NC1)C(F)(F)C1CC1)OC1=CC=CC=C1)=C